(rac)-(2r,4s)-2-(6-(4-(1-Methylcyclopropyl)phenyl)-3-azabicyclo[4.1.0]heptan-3-carbonyl)-5-azaspiro[3.4]octan-6-on CC1(CC1)C1=CC=C(C=C1)C12CCN(CC2C1)C(=O)C1CC2(C1)NC(CC2)=O